2-[(5-FORMYLFURAN-2-YL)(METHYL)AMINO]-N-(PROPAN-2-YL)ACETAMIDE C(=O)C1=CC=C(O1)N(CC(=O)NC(C)C)C